2-(benzylthio)-4-formyl-benzonitrile C(C1=CC=CC=C1)SC1=C(C#N)C=CC(=C1)C=O